5-bromo-3-((phenoxycarbonyl)amino)thiophene-2-carboxylic acid methyl ester COC(=O)C=1SC(=CC1NC(=O)OC1=CC=CC=C1)Br